NC1=C(C=C(C=C1)N1CCC(CC1)N1CCN(CC1)C)NCC(C)(O)C 1-((2-amino-5-(4-(4-methylpiperazin-1-yl)piperidin-1-yl)phenyl)amino)-2-methylpropan-2-ol